FC1(CC2(C1)CC(N(CC2)CC2=C1C=CNC1=C(C=C2OC)C)C2=CC=C(C(=O)NC13CC(C1)(C3)C(F)(F)F)C=C2)F 4-(2,2-difluoro-7-((5-methoxy-7-methyl-1H-indol-4-yl)methyl)-7-azaspiro[3.5]nonan-6-yl)-N-(3-(trifluoromethyl)bicyclo[1.1.1]pentan-1-yl)benzamide